C(C)(C)(C)N(C(O)=O)C1=CC(=NC=C1C=1N=CN(C(C1)=O)C)NC(C)=O.COCC(COC)C=1OC=CC1 2-(1,3-dimethoxypropan-2-yl)furan tert-butyl-(2-acetamido-5-(1-methyl-6-oxo-1,6-dihydropyrimidin-4-yl)pyridin-4-yl)carbamate